(1S)-1-(3-chloropyrazin-2-yl)-N-(cyclopropylmethyl)eth-anamine ClC=1C(=NC=CN1)[C@H](C)NCC1CC1